(5R,11S)-5,11-dimethyl-heptadecane C[C@H](CCCC)CCCCC[C@H](CCCCCC)C